COCCN1N=CC(=C1)C1=NC=2N(C=C1)C(=CN2)N2CCN(CC2)C(=O)OC(C)(C)C tert-butyl 4-(7-(1-(2-methoxyethyl)-1H-pyrazol-4-yl)imidazo[1,2-a]pyrimidin-3-yl)piperazine-1-carboxylate